4-(difluoromethoxy)-1-(piperazin-1-ylsulfonyl)-1H-pyrrolo[3,2-c]pyridine FC(OC1=NC=CC2=C1C=CN2S(=O)(=O)N2CCNCC2)F